BrC1=C(C2=C(N(C=N2)C)C=C1)COC 5-bromo-4-(methoxymethyl)-1-methyl-1H-benzo[d]imidazole